COC1=CC=C(C=C1)C[C@@H]1CNCCO1 (2R)-2-[(4-methoxyphenyl)methyl]morpholine